C1(CCC1)C=1C(=NN(C1NC(=O)NC1CC(C1)C(F)(F)F)C)C1CC(C1)(F)F 1-(4-cyclobutyl-3-(3,3-difluorocyclobutyl)-1-methyl-1H-pyrazol-5-yl)-3-((1s,3s)-3-(trifluoromethyl)cyclobutyl)urea